CN1C(=NC2=C1C=NC=C2)C2(CC2)NC(OCC2=CC=CC=C2)=O benzyl (1-(3-methyl-3H-imidazo[4,5-c]pyridin-2-yl)cyclopropyl)carbamate